FC=1C(=CC2=C(OC3(CC3)C(N2CC#C)=O)C1)C1=C(C(=C(C(=C1F)F)F)F)F 7-fluoro-6-(perfluorophenyl)-4-(prop-2-yn-1-yl)spiro[benzo[B][1,4]oxazin-2,1'-cyclopropane]-3(4H)-one